N-[3-[2-(dimethylamino)ethoxy]-5-[6-(trifluoromethyl)-1H-benzo[d]imidazol-2-yl]phenyl]-5-pyridazin-3-yl-pyrimidin-2-amine CN(CCOC=1C=C(C=C(C1)C1=NC2=C(N1)C=C(C=C2)C(F)(F)F)NC2=NC=C(C=N2)C=2N=NC=CC2)C